(1R,3S)-3-(3-{[(3-methyl-1,2-oxazol-5-yl)acetyl]amino}-1H-pyrazol-5-yl)cyclopentyl[1-(2,2,2-trifluoroethyl)cyclopropyl] carbamate C(N)(OC1(C(C1)[C@H]1C[C@H](CC1)C1=CC(=NN1)NC(CC1=CC(=NO1)C)=O)CC(F)(F)F)=O